ClC1=CC=C(C=C1)N1N=NC(=C1COC1=NC=2CCN(CC2C=C1)C(=O)C1=CC=NC=C1)C 2-{[1-(4-chlorophenyl)-4-methyl-1H-1,2,3-triazol-5-yl]methoxy}-6-(pyridine-4-carbonyl)-5,6,7,8-tetrahydro-1,6-naphthyridine